N2-(1-(1-methylazetidin-3-yl)indolin-6-yl)-N4-(quinolin-3-yl)pyrimidine-2,4-diamine CN1CC(C1)N1CCC2=CC=C(C=C12)NC1=NC=CC(=N1)NC=1C=NC2=CC=CC=C2C1